(E)-4-(dimethylamino)-1-(10-((4-((4-fluorophenyl)thio)phenyl)amino)-2,3-dihydro-4H-[1,4]oxazino[2,3-f]quinazolin-4-yl)but-2-en-1-one CN(C/C=C/C(=O)N1CCOC2=C3C(=NC=NC3=CC=C21)NC2=CC=C(C=C2)SC2=CC=C(C=C2)F)C